C(C)N1C=NC(=C1C(=O)OCC)C(F)(F)F Ethyl 3-ethyl-5-(trifluoromethyl)imidazole-4-carboxylate